[OH+]1CC[OH+]CC[OH+]CC[OH+]CC[OH+]CC[OH+]CC1.[Na+] sodium 1,4,7,10,13,16-hexaoxoniacyclooctadecane